2-[[6-[(2,5-dichloropyrimidin-4-yl)amino]-1-methyl-8-[2-[[(3R,5S)-5-methyl-3-piperidyl]oxy]ethoxy]-2-oxo-3-quinolyl]oxy]-N-methyl-acetamide ClC1=NC=C(C(=N1)NC=1C=C2C=C(C(N(C2=C(C1)OCCO[C@H]1CNC[C@H](C1)C)C)=O)OCC(=O)NC)Cl